1,4-di(2-hydroxyethoxy)benzene tert-butyl-(7-formyl-2-methylthiazolo[5,4-b]pyridin-6-yl)carbamate C(C)(C)(C)N(C(O)=O)C=1C(=C2C(=NC1)SC(=N2)C)C=O.OCCOC2=CC=C(C=C2)OCCO